C=C1C(CCCC1O)O 2-methylenecyclohexane-1,3-diol